2,6-dimethyl-2-hepten-4-one CC(C)=CC(CC(C)C)=O